OC[C@@]1(O)[C@@H](O)[C@H](O)[C@H](O1)CO α-fructose